COC(=O)C1=CN=C2N1N=C(C=C2OC)Cl 6-chloro-8-methoxyimidazo[1,2-b]pyridazine-3-carboxylic acid methyl ester